CN(C)CC1(CC1)COC=1N=C(C2=C(N1)C(=C(N=C2)C2=CC(=CC1=CC=C(C(=C21)CC)F)OCOC)F)N2CC1(C(NC(N1)=O)=O)CCC2 7-(2-((1-((dimethylamino)methyl)cyclopropyl)methoxy)-7-(8-ethyl-7-fluoro-3-(methoxymethoxy)naphthalen-1-yl)-8-fluoropyrido[4,3-d]pyrimidin-4-yl)-1,3,7-triazaspiro[4.5]decane-2,4-dione